5-(4-((8-fluoro-2-methyl-3-oxo-3,4-dihydroquinoxalin-6-yl)methyl)piperazin-1-yl)-N-methylthiazol-2-formamide FC=1C=C(C=C2NC(C(=NC12)C)=O)CN1CCN(CC1)C1=CN=C(S1)C(=O)NC